2-[4-benzyloxy-6-(methoxymethyl)indan-5-yl]-4,4,5,5-tetramethyl-1,3,2-dioxaborolane C(C1=CC=CC=C1)OC1=C2CCCC2=CC(=C1B1OC(C(O1)(C)C)(C)C)COC